1,3,7-trinitrodibenzothiophene-5,5-dioxide [N+](=O)([O-])C1=CC(=CC=2S(C3=C(C21)C=CC(=C3)[N+](=O)[O-])(=O)=O)[N+](=O)[O-]